ClC1=C2C=CNC2=CC(=C1)NC1=NC2=C(N1)C=CC(=C2)C2CCCCC2 N-(4-chloro-1H-indol-6-yl)-5-cyclohexyl-1H-1,3-benzodiazol-2-amine